S(=O)(=O)([O-])CCCNS(=O)(=O)C1=C2[O+]=C3C(=CC=CC3=CC2=CC=C1)S(=O)(=O)[O-] 5-(3-sulfonatopropylsulfamoyl)xanthen-10-ium-4-sulfonat